NC1=C(C(N(C(=N1)N1CCC2(CC(C[C@H]2N)(F)F)CC1)C)=O)SC1=C(C(=NC=C1)N)Cl (R)-6-amino-2-(1-amino-3,3-difluoro-8-azaspiro[4.5]decan-8-yl)-5-((2-amino-3-chloropyridin-4-yl)thio)-3-methylpyrimidin-4(3H)-one